CC1([C@@H](C[C@H]1C1=CC=C(C=C1)C)O)C (1R,3S)-2,2-Dimethyl-3-(p-tolyl)cyclobutan-1-ol